((((9H-fluoren-9-yl)methoxy)carbonyl)amino)-3-(2,4-difluoro-5-methoxyphenyl)propionic acid C1=CC=CC=2C3=CC=CC=C3C(C12)COC(=O)NC(C(=O)O)CC1=C(C=C(C(=C1)OC)F)F